2-chloro-4-(5,5-dimethyl-1,3,2-dioxaborinan-2-yl)-6-methyl-1-(4-methylbenzenesulfonyl)pyrrolo[2,3-c]pyridin-7-one ClC1=CC2=C(C(N(C=C2B2OCC(CO2)(C)C)C)=O)N1S(=O)(=O)C1=CC=C(C=C1)C